1-(tert-butyl) 6a-methyl (3aS,6aS)-3a-(3-(4,4,5,5-tetramethyl-1,3,2-dioxaborolan-2-yl)propyl)hexahydrocyclopenta[b]pyrrole-1,6a-dicarboxylate CC1(OB(OC1(C)C)CCC[C@@]12[C@@](N(CC1)C(=O)OC(C)(C)C)(CCC2)C(=O)OC)C